FC1=C(C=C(C=C1C)C1=C(C=C(C=C1C)C)C)[C@H](CC(=O)OCC)NC(C(CC(C)C)N1C(C=C(C(=C1)CCN1CC(C1)OC)C(F)(F)F)=O)=O ethyl (3S)-3-(4-fluoro-2',4',5,6'-tetramethyl-[1,1'-biphenyl]-3-yl)-3-(2-(5-(2-(3-methoxyazetidin-1-yl)ethyl)-2-oxo-4-(trifluoromethyl)pyridin-1(2H)-yl)-4-methylpentanamido)propanoate